1-(6-(t-butoxy)hexyl)-N-(t-butyl)-1-(1,2-dimethyl-3H-benzo[B]cyclopenta[d]thiophen-3-yl)-1-methylsilanamine C(C)(C)(C)OCCCCCC[Si](NC(C)(C)C)(C)C1C(=C(C=2C3=C(SC21)C=CC=C3)C)C